ClC1=CC=C(C=C1)C(CC1=NC(=NC(=N1)N[C@@H](CO)CC(C)C)NS(=O)(=O)C)C N-(4-(2-(4-chlorophenyl)propyl)-6-(((R)-1-hydroxy-4-methylpentan-2-yl)amino)-1,3,5-triazin-2-yl)methanesulfonamide